O=C1NC(C=C(N1COCC[Si](C)(C)C)C(=O)N)=O 2,6-dioxo-3-{[2-(trimethylsilyl)ethoxy]methyl}-1H-pyrimidine-4-carboxamide